C(#C)C1=C2C(=CC(=CC2=CC=C1F)O)C1=C(C=2N=C(N=C(C2C=N1)N1CC2(CCN2)CC1)O[C@@H](C)[C@H]1N(CCC1)C)F 5-ethynyl-6-fluoro-4-(8-fluoro-2-((S)-1-((S)-1-methylpyrrolidin-2-yl)ethoxy)-4-(1,6-diazaspiro[3.4]octan-6-yl)pyrido[4,3-d]pyrimidin-7-yl)naphthalen-2-ol